The molecule is the conjugate base of alpha-mycolic acid type-3 (IV). A class of mycolic acids characterized by the presence of a proximal cis-cyclopropyl group and a distal cis C=C double bond in the meromycolic chain. CC/C=C\\CC1CC1C[C@H]([C@@H](CC)C(=O)[O-])O